CC1=CN=C(S1)C(CC)=O (5-methylthiazol-2-yl)propan-1-one